biphenyl 4-(4-hydroxybutoxy)cinnamate OCCCCOC1=CC=C(C=CC(=O)O)C=C1.C1(=CC=CC=C1)C1=CC=CC=C1